tert-Butyl (3S)-3-(3-hydroxy-3-methylpiperidin-1-yl)pyrrolidine-1-carboxylate OC1(CN(CCC1)[C@@H]1CN(CC1)C(=O)OC(C)(C)C)C